5-(1-(3,5-dichlorophenyl)-3-(2,2-dimethyl-4-(2,2,2-trifluoroethyl)piperazine-1-carbonyl)-7-methoxy-4,5-dihydro-1H-benzo[g]indazol-8-yl)nicotinamide ClC=1C=C(C=C(C1)Cl)N1N=C(C=2CCC3=C(C12)C=C(C(=C3)OC)C=3C=NC=C(C(=O)N)C3)C(=O)N3C(CN(CC3)CC(F)(F)F)(C)C